1-[2-(3,4-epoxycyclohexyl)ethyl]-9-norbornanyl-1,1,3,3,5,5,7,7,9,9-decamethylpentasiloxane C1(CC2C(CC1)O2)CC[Si](O[Si](O[Si](O[Si](O[Si](C)(C)C21CCC(CC2)C1)(C)C)(C)C)(C)C)(C)C